C(C)(C)(C)OC(=O)N[C@@H](CC1=CC=C(C=C1)Br)C(=O)OC methyl N-(t-butoxycarbonyl)-L-4-bromophenylalaninate